N-[4-(cyclopropylcarbamoyl)phenylsulfonyl]-o-anisoamide C1(CC1)NC(=O)C1=CC=C(C=C1)S(=O)(=O)NC(C=1C(=CC=CC1)OC)=O